COC=1C=C2CCN3C(C2=CC1OC)=CC(N(C3=O)CCNC(N)=O)=NC3=C(C=C(C=C3C)C)C 9,10-Dimethoxy-2-(2,4,6-trimethylphenylimino)-3-(N-carbamoyl-2-aminoethyl)-3,4,6,7-tetrahydro-2H-pyrimido[6,1-a]isoquinolin-4-one